C(C1=CC=CC=C1)OC(=O)C=1NC2=CC=C(C=C2C1)CP(=O)(OCC)OCC.C(#N)C1=C(COC2=CC=C(C=C2)NC(=O)C2=COC3=C2C=C(C(=C3)C3=NN=NN3)F)C=CC(=C1)F N-(4-((2-cyano-4-fluorobenzyl)oxy)phenyl)-5-fluoro-6-(1H-tetrazol-5-yl)benzofuran-3-carboxamide benzyl-5-((diethoxyphosphoryl)methyl)-1H-indole-2-carboxylate